2-(3-cyanophenyl)-N-[2-(hydroxymethyl)-3-[4-(trifluoromethyl)phenyl]propyl]morpholine-4-carboxamide C(#N)C=1C=C(C=CC1)C1CN(CCO1)C(=O)NCC(CC1=CC=C(C=C1)C(F)(F)F)CO